3,3'-Tetramethylenebis{1-[3-(triethoxysilyl)propyl]-5-butylsulfanyl-1,2,4-triazole} C(C)O[Si](CCCN1N=C(N=C1SCCCC)CCCCC1=NN(C(=N1)SCCCC)CCC[Si](OCC)(OCC)OCC)(OCC)OCC